N-[2-(4-oxo-1-phenyl-1,3,8-triazaspiro[4.5]dec-8-yl)ethyl]naphthalene-2-carboxamide O=C1NCN(C12CCN(CC2)CCNC(=O)C2=CC1=CC=CC=C1C=C2)C2=CC=CC=C2